4-(5-((4-cyclopentyl-3-(trifluoromethyl)benzyl)oxy)-7-methyl-1H-indol-1-yl)butyric acid C1(CCCC1)C1=C(C=C(COC=2C=C3C=CN(C3=C(C2)C)CCCC(=O)O)C=C1)C(F)(F)F